3-BROMO-4-FORMYLTHIOPHENE BrC1=CSC=C1C=O